BrC=1C=C2C=C(N=CC2=CC1Cl)NC(=O)[C@@H]1CC12CCC2 |r| Rac-N-(6-bromo-7-chloroisoquinolin-3-yl)spiro[2.3]hexane-1-carboxamide